C(CCCCCCCCCCC)N1CCCCC1 N-dodecylpiperidine